C(C)(C)(C)NC(=O)C1=NC(=CN=C1)C=1C=C2C(=NC=NC2=CC1)N[C@H](C)C1=CC=CC=C1 (R)-N-(tert-butyl)-6-(4-((1-phenylethyl)amino)quinazolin-6-yl)pyrazine-2-carboxamide